(3R)-3-(2-(cyclohexanecarboxamido)-2-(4-phosphonophenyl)acetamido)-2-hydroxy-3,4-dihydro-2H-benzo[e][1,2]oxaborinine-8-carboxylic acid C1(CCCCC1)C(=O)NC(C(=O)N[C@@H]1B(OC2=C(C1)C=CC=C2C(=O)O)O)C2=CC=C(C=C2)P(=O)(O)O